FC1=C(C(=CC=C1)F)C1=CC=CC2=C1C(=NO2)N2C(N1[C@H](C2)C[C@@H](C1)NS(=O)(=O)C(F)F)=O N-{(6S,7aS)-2-[4-(2,6-difluorophenyl)-1,2-benzoxazol-3-yl]-3-oxohexahydro-1H-pyrrolo[1,2-c]imidazol-6-yl}-1,1-difluoromethanesulfonamide